CC=1C=C(C=CC1OC1=CC=CC=C1)NC(=O)NC=1N=CSC1 1-(3-methyl-4-phenoxyphenyl)-3-(1,3-thiazol-4-yl)urea